CN1[C@H]2[C@H]3O[C@H]3C1CC(C2)OC([C@H](CO)C2=CC=CC=C2)=O (-)-(S)-3-hydroxy-2-phenylpropionic acid (1R,2R,4S,7S,9S)-9-methyl-3-oxa-9-azatricyclo[3.3.1.02,4]non-7-ylester